C(=O)O.CC1=NN2C(C=C(C(=C2)C)NC(=O)N2CCC=3C2=NC=CC3N3CCNC2(CC2)C3)=C1 N-(2,6-dimethylpyrazolo[1,5-a]pyridin-5-yl)-4-(4,7-diazaspiro[2.5]octan-7-yl)-2,3-dihydro-1H-pyrrolo[2,3-b]pyridine-1-carboxamide formate